tert-butyl 5-amino-4-(5-(4-(chloromethyl)-6-methoxypyridin-2-yl)-1-oxoisoindolin-2-yl)-5-oxopentanoate NC(C(CCC(=O)OC(C)(C)C)N1C(C2=CC=C(C=C2C1)C1=NC(=CC(=C1)CCl)OC)=O)=O